copper-iron-copper [Cu].[Fe].[Cu]